[N+](=O)([O-])C=1C=C2C=3C=C(C=CC3N(C2=CC1)CC(CCCC)CC)C(C(CC1CCCCC1)=NO)=NO 1-[6-nitro-9-(2-ethylhexyl)carbazole-3-yl]-3-cyclohexyl-1,2-propanedione-1,2-dioxime